ClCC(=O)NC=1C=CC(=C2C(=NN(C12)C)N(S(=O)(=O)C)CC1=CC=C(C=C1)OC)Cl 2-chloro-N-(4-chloro-3-(N-(4-methoxybenzyl)methylsulfonamido)-1-methyl-1H-indazol-7-yl)acetamide